BrC1=CC(=C(C=C1)C1=C(C=C(C=C1)Br)C(=O)O)C(=O)O 4,4'-Dibromo-2,2'-dicarboxybiphenyl